5,6-difluorobenzo[d]thiazole FC=1C(=CC2=C(N=CS2)C1)F